NC1=NC=C(C2=C1C(=NN2C)C2=CC=C(C=C2)NS(=O)(=O)CC)C=2C=NNC2 4-[4-amino-3-(4-ethanesulfonamidophenyl)-1-methyl-1H-pyrazolo[4,3-c]pyridin-7-yl]-1H-pyrazol